6-chloro-3-oxo-2,3-dihydropyridazine-4-carboxamide ClC=1C=C(C(NN1)=O)C(=O)N